(2E,4E)-5-(4-methoxyphenyl)-1-(piperidin-1-yl)penta-2,4-dien-1-one COC1=CC=C(C=C1)/C=C/C=C/C(=O)N1CCCCC1